palladium dicyanide [Pd](C#N)C#N